N-(7-cyclopropyl-5-methyl-1-(prop-2-yn-1-yl)-1H-indazol-3-yl)-3,4-difluorobenzamide C1(CC1)C=1C=C(C=C2C(=NN(C12)CC#C)NC(C1=CC(=C(C=C1)F)F)=O)C